C(C)(C)(C)N1C=NC=C1 1-tert-butyl-imidazole